1-((3R,4S)-4-((5-(1-(2,2-difluoroethyl)-2-methyl-1H-benzo[d]imidazol-6-yl)-6-fluoro-4-methoxypyrrolo[2,1-f][1,2,4]triazin-2-yl)amino)-3-fluoropiperidin-1-yl)-2-hydroxyethan-1-one FC(CN1C(=NC2=C1C=C(C=C2)C=2C(=CN1N=C(N=C(C12)OC)N[C@@H]1[C@@H](CN(CC1)C(CO)=O)F)F)C)F